The molecule is an organophosphate oxoanion obtained by deprotonation of the sulfanylcarbonyl and phosphate OH groups of 1-(5-O-phosphono-beta-D-ribofuranosyl)-5-(sulfanylcarbonyl)pyridinium-3-carbonyl adenylate; major species at pH 7.3. It is a conjugate base of a 1-(5-O-phosphono-beta-D-ribofuranosyl)-5-(sulfanylcarbonyl)pyridinium-3-carbonyl adenylate. C1=C(C=[N+](C=C1C(=O)[S-])[C@H]2[C@@H]([C@@H]([C@H](O2)COP(=O)([O-])[O-])O)O)C(=O)OP(=O)([O-])OC[C@@H]3[C@H]([C@H]([C@@H](O3)N4C=NC5=C(N=CN=C54)N)O)O